5-(6-(1-(2-hydroxy-2-methylpropyl)piperidin-4-yl)-4-methyl-9H-carbazol-2-yl)-1,3,4-trimethylpyridin-2(1H)-one OC(CN1CCC(CC1)C=1C=C2C=3C(=CC(=CC3NC2=CC1)C=1C(=C(C(N(C1)C)=O)C)C)C)(C)C